C(C)OC1=C(O[C@H]2CN(CCC2)C2=CN=CC(=N2)NC2=CC=CC(=N2)N2CCCCC2)C=CC=C1 (R)-1-(6-((6-((R)-3-(2-Ethoxyphenoxy)piperidin-1-yl)pyrazin-2-yl)amino)pyridin-2-yl)piperidin